BrC=1C=C(C(=C(C1)F)I)OC 5-Bromo-1-fluoro-2-iodo-3-methoxybenzene